(3R,4R)-3-((tert-butoxycarbonyl)oxy)-4-(4-oxo-3,4-dihydroisoquinolin-2(1H)-yl)piperidin C(C)(C)(C)OC(=O)O[C@@H]1CNCC[C@H]1N1CC2=CC=CC=C2C(C1)=O